4-(3-Chloro-2-fluoro-6-methoxyphenyl)-N-(5-(((5-chloropyridin-2-yl)oxy)difluoromethyl)-1,3,4-thiadiazol-2-yl)-6-methylnicotinamide ClC=1C(=C(C(=CC1)OC)C1=CC(=NC=C1C(=O)NC=1SC(=NN1)C(F)(F)OC1=NC=C(C=C1)Cl)C)F